dichloro-1,1':2',1''-terphenyl ClC=1C(=C(C=CC1)C=1C(=CC=CC1)C1=CC=CC=C1)Cl